C1(=CC1)CCC(=O)O 3-(cycloprop-1-enyl)propionic acid